1,2-dihydroxymethylcyclohex-4-ene OCC1C(CC=CC1)CO